C(C)(=O)N1CC(C1)N(C([O-])=O)C=1N=CC2=C(C(=C(C=C2C1)C1=C(C2=C(OCCN2)N=C1)C)F)N 1-Acetylazetidin-3-yl(8-amino-7-fluoro-6-(8-methyl-2,3-dihydro-1H-pyrido[2,3-b][1,4]oxazin-7-yl)isoquinolin-3-yl)carbamate